tert-butyl (6-(N-(1-methylcyclopropyl)sulfamoyl)-8-(2-oxa-7-azaspiro[3.5]nonan-7-yl)isoquinolin-3-yl)carbamate CC1(CC1)NS(=O)(=O)C=1C=C2C=C(N=CC2=C(C1)N1CCC2(COC2)CC1)NC(OC(C)(C)C)=O